(2-chloro-3-methoxyphenyl)-[rel-(3R,9aR)-3-(2,4-dimethylthiazol-5-yl)-3,4,6,7,9,9a-hexahydro-1H-pyrazino[2,1-c][1,4]oxazin-8-yl]methanone ClC1=C(C=CC=C1OC)C(=O)N1C[C@@H]2CO[C@H](CN2CC1)C1=C(N=C(S1)C)C |o1:13,16|